(2R,3S,4S,5R)-2-(2-amino-6-methoxypurin-9-yl)-5-(hydroxymethyl)oxolane-3,4-diol NC1=NC(=C2N=CN(C2=N1)[C@@H]1O[C@@H]([C@H]([C@@H]1O)O)CO)OC